CC1=NOC(=C1CN1N=CC(=C1)N1C(N(CC1=O)CC1=CC(=CC=C1)O)=O)C 3-(1-((3,5-dimethylisoxazol-4-yl)methyl)-1H-pyrazol-4-yl)-1-(3-hydroxybenzyl)-imidazoline-2,4-dione